FC(C1=CC=C(C=C1)C1=CN=C(C2=NC=CN=C21)N[C@@H]2[C@H](COC2)O)(F)F (3R,4S)-4-((8-(4-(trifluoromethyl)phenyl)pyrido[3,4-b]pyrazin-5-yl)amino)tetrahydrofuran-3-ol